[Fe](Cl)Cl.[Cu].[Sn] tin-copper-iron chloride